N-(3-chloro-2-fluorophenylmethyl)-2-(cyclopropylamino)acetamide ClC=1C(=C(C=CC1)CNC(CNC1CC1)=O)F